1-(1-acetylpiperidin-4-yl)-3-(2,6-difluoro-3,5-dimethoxyphenyl)-7-(1,3-dimethyl-1H-pyrazol-4-yl)-3,4-dihydropyrido[4,3-d]pyrimidin-2(1H)-one C(C)(=O)N1CCC(CC1)N1C(N(CC2=C1C=C(N=C2)C=2C(=NN(C2)C)C)C2=C(C(=CC(=C2F)OC)OC)F)=O